2-(5-bromo-2-formylphenoxy)acetonitrile BrC=1C=CC(=C(OCC#N)C1)C=O